N(C(=O)C)CCC1=CC(=CC2=CC=C(C=C12)C1CC1)B(O)O (4-(2-Acetaminoethyl)-6-cyclopropylnaphthalen-2-yl)boronic acid